OC1=C(C=CC(=C1)O)CNCC=1C(=C(C=CC1)CN1C(OCC1)=O)F 3-{[3-({[(2,4-dihydroxyphenyl)methyl]amino}methyl)-2-fluorophenyl]methyl}-1,3-oxazolidin-2-one